OC1C(N(CCC1)C(=O)OC(C)(C)C)CO tert-butyl 3-hydroxy-2-(hydroxymethyl)piperidine-1-carboxylate